C(C)(C)C1=C(NC2=CC=C(C=C12)C1CCN(CC1)S(=O)(=O)CC(F)(F)F)C1=CC(=NC=C1)C 3-isopropyl-2-(2-methylpyridin-4-yl)-5-(1-((2,2,2-trifluoroethyl)sulfonyl)piperidin-4-yl)-1H-indole